ClC1=NC=C(C(=C1)C1=C(C=NC(=C1)C)C(=O)NC=1SC(=NN1)OC[C@H]1COC[C@@H]1C)OC 2'-chloro-5'-methoxy-6-methyl-N-(5-(((3R,4R)-4-methyltetrahydrofuran-3-yl)methoxy)-1,3,4-thiadiazol-2-yl)-(4,4'-bipyridine)-3-carboxamide